tert-butyl [(1R)-1-(4-ethoxyphenyl)-2-hydroxyethyl]carbamate C(C)OC1=CC=C(C=C1)[C@H](CO)NC(OC(C)(C)C)=O